8-((4-(Difluoromethoxy)phenyl)sulfonyl)-3-(2-oxa-7-azaspiro[4.4]non-7-yl)-1-oxa-8-azaspiro[4.5]decane FC(OC1=CC=C(C=C1)S(=O)(=O)N1CCC2(CC(CO2)N2CC3(CCOC3)CC2)CC1)F